C(C)OC1=C(C(=O)N)C=CC=C1[N+](=O)[O-] 2-ethoxy-3-nitrobenzamide